COC1=NC(=NC(=C1)OC)OC1=C(C(=O)O\N=C\C2=C(C=CC=C2)C(F)(F)F)C(=CC=C1)OC1=NC(=CC(=N1)OC)OC (E)-2-(Trifluoromethyl)benzaldehyde O-{2,6-bis[(4,6-dimethoxypyrimidine-2-yl)oxy]benzoyl}oxime